2-(4-(((6-(4,4-difluoro-2-(4-(trifluoromethyl)phenyl)pyrrolidin-1-yl)-5-fluoropyrimidin-4-yl)amino)methyl)-4-hydroxypiperidin-1-yl)acetamide FC1(CC(N(C1)C1=C(C(=NC=N1)NCC1(CCN(CC1)CC(=O)N)O)F)C1=CC=C(C=C1)C(F)(F)F)F